4-((4-(4-chlorophenyl)piperidin-1-yl)methyl)-N-hydroxybenzoamide ClC1=CC=C(C=C1)C1CCN(CC1)CC1=CC=C(C(=O)NO)C=C1